BrC=1C=C2C(=CN1)N(N=C2I)COCC[Si](C)(C)C 5-bromo-3-iodo-1-(2-(trimethylsilyl)ethoxy)methyl-1H-pyrazolo[3,4-c]pyridine